C(C)(C)(C)OC(=O)NC1=C(C(=O)OCC)C=CC(=C1)CN1CCOCC1 Ethyl 2-((tert-butoxycarbonyl)amino)-4-(morpholinomethyl)benzoate